C(#N)C=CCC#N 1,3-dicyanopropylene